O1C=C(C=C1)C1=CC=CC=2N1N=C(N2)C(=O)N[C@@H]2C(N(C1=C(OC2)C=CC=C1)C)=O (S)-5-(furan-3-yl)-N-(5-methyl-4-oxo-2,3,4,5-tetrahydrobenzo[b][1,4]oxazepin-3-yl)-[1,2,4]triazolo[1,5-a]pyridine-2-carboxamide